(R)-4-chloro-3-((1-(methyl-d3)pyrrolidin-2-yl)methyl-d2)-1H-indole ClC1=C2C(=CNC2=CC=C1)C([2H])([2H])[C@@H]1N(CCC1)C([2H])([2H])[2H]